Tert-butyl (3S)-3-(5-bromo-3-pyridyl)isoxazolidine-2-carboxylate BrC=1C=C(C=NC1)[C@H]1N(OCC1)C(=O)OC(C)(C)C